C(C)(C)(C)NS(=O)(=O)C1=CC(=C(C(=O)NC2=CC=C3C(=N2)C(N(C3)C3CCCC3)=O)C=C1)N1CCC3(CC3)CC1 4-(N-(tert-butyl)sulfamoyl)-N-(6-cyclopentyl-7-oxo-6,7-dihydro-5H-pyrrolo[3,4-b]pyridin-2-yl)-2-(6-azaspiro[2.5]octan-6-yl)benzamide